1-(2-(2,2-difluoroethoxy)-5-fluoropyridin-4-yl)-6-fluoro-3,3-dimethyl-2-oxoindoline-5-carboxylic acid FC(COC1=NC=C(C(=C1)N1C(C(C2=CC(=C(C=C12)F)C(=O)O)(C)C)=O)F)F